2-methyl-2-[2-[1-(2,2,3,3,3-pentafluoropropyl)pyrazolo[3,4-c]pyridin-5-yl]indazol-6-yl]propane-nitrile CC(C#N)(C)C=1C=CC2=CN(N=C2C1)C=1C=C2C(=CN1)N(N=C2)CC(C(F)(F)F)(F)F